B(O)(O)C=1C=CC(=C(C(=O)O)C1)NC(C)C=1C=C(C=C2C(C=C(OC12)N1CCC(CC1)(C)C)=O)C 5-borono-2-((1-(2-(4,4-dimethylpiperidin-1-yl)-6-methyl-4-oxo-4H-chromen-8-yl)ethyl)amino)benzoic acid